1-(6-((1-(5-chloro-4-((1-methyl-2-oxoindolin-5-yl)amino)pyrimidin-2-yl)-3,3-difluoropiperidin-4-yl)amino)-1-methyl-1H-indazol-3-yl)dihydropyrimidine-2,4(1H,3H)-dione ClC=1C(=NC(=NC1)N1CC(C(CC1)NC1=CC=C2C(=NN(C2=C1)C)N1C(NC(CC1)=O)=O)(F)F)NC=1C=C2CC(N(C2=CC1)C)=O